COC=1C=C(C=CC1OC)C(C(C)=O)O 1-(3,4-dimethoxyphenyl)-1-hydroxy-propan-2-one